N-(3-cyano-4,5,6,7-tetrahydrobenzo[b]thiophen-2-yl)-N-(prop-2-yn-1-yl)naphthalene-1-sulfonamide C(#N)C=1C2=C(SC1N(S(=O)(=O)C1=CC=CC3=CC=CC=C13)CC#C)CCCC2